COC(=O)C12C(=NC=3C=CC(=CC13)[N+](=O)[O-])C=1NC3=CC=CC=C3C1CCN2 Methyl-3-nitro-5,6,7,12-tetrahydro-4bH-azepino[3,2-b:4,5-b']diindole-4b-carboxylate